CN1CCN(CC1)CC1=C(C(=CC(=C1)CN1CCN(CC1)C)[N+](=O)[O-])O 2,4-bis[(4-methyl-1-piperazinyl)methyl]-6-nitrophenol